2-(2-formyl-3-hydroxy-5-methoxyphenoxy)acetic acid C(=O)C1=C(OCC(=O)O)C=C(C=C1O)OC